tertamyl peroxypivalate C(C(C)(C)C)(=O)OOC(C)(C)CC